FC=1C(=CC2=C(N=C(O2)C)C1)COC1=CC=CC(=N1)C1CCN(CC1)CC1=NC=2C(=NC(=CC2)C(=O)[O-])N1C[C@H]1OCC1 (S)-2-((4-(6-((5-Fluoro-2-methylbenzo[d]oxazol-6-yl)methoxy)pyridin-2-yl)piperidine-1-yl)methyl)-3-(oxetan-2-ylmethyl)-3H-imidazo[4,5-b]pyridine-5-carboxylate